bis(perfluorophenyl)(3,4,5-trifluoro-2-methylphenyl)borane (S)-Methyl-5-(2-((tert-butoxycarbonyl)(methyl)amino)propoxy)-2-methylbenzoate COC(C1=C(C=CC(=C1)OC[C@H](C)N(C)C(=O)OC(C)(C)C)C)=O.FC1=C(C(=C(C(=C1F)F)F)F)B(C1=C(C(=C(C(=C1)F)F)F)C)C1=C(C(=C(C(=C1F)F)F)F)F